C(C)(C)(C)OC(=O)N1CC2=CC(=CC=C2CC1)C(N(C)C)=O 7-(dimethylcarbamoyl)-3,4-dihydroisoquinoline-2(1H)-carboxylic acid tert-butyl ester